4-((2R,5S)-5-(4-Aminopiperidin-1-carbonyl)-2-(trifluoromethyl)oxazolidin-3-yl)-2-(trifluoromethyl)benzonitril NC1CCN(CC1)C(=O)[C@@H]1CN([C@H](O1)C(F)(F)F)C1=CC(=C(C#N)C=C1)C(F)(F)F